5-(3-((6-Chloro-3-((trideuteromethyl)carbamoyl)pyridazin-4-yl)amino)-2-methoxyphenyl)thiazole-2-carbonyl Piperazine-1-carboxylate N1(CCNCC1)C(=O)OC(=O)C=1SC(=CN1)C1=C(C(=CC=C1)NC1=C(N=NC(=C1)Cl)C(NC([2H])([2H])[2H])=O)OC